1,4-dimethylenecyclohexane tert-butyl-(S)-(6-(5-(((2-fluoro-1-(3-fluorophenyl)ethoxy)carbonyl)carbamoyl)-1-methyl-1H-1,2,3-triazol-4-yl)-2-methylpyridin-3-yl)carbamate C(C)(C)(C)N(C(O)=O)C=1C(=NC(=CC1)C=1N=NN(C1C(NC(=O)O[C@H](CF)C1=CC(=CC=C1)F)=O)C)C.C=C1CCC(CC1)=C